NC1=C(C=C(N=N1)C1=C(C=CC=C1)O)N1CC2CCC(C1)N2C2=CC(=NC=C2)C#CCN2C1CCC(C2CO)C1 2-[6-amino-5-[8-[2-[3-[3-(hydroxymethyl)-2-azabicyclo[2.2.1]heptan-2-yl]prop-1-ynyl]-4-pyridinyl]-3,8-diazabicyclo[3.2.1]oct-3-yl]pyridazin-3-yl]phenol